1-[(4R)-4-methylcyclohexen-1-yl]ethanone C[C@H]1CC=C(CC1)C(C)=O